OC=1C(NN=CC1)=O 4-hydroxy-pyridazine-3(2H)-one